C(C)(=O)C1=CC=C(S1)C(C(C(=O)OC)(C)C)C1=CC(=C(C=C1)C)CO Methyl 3-(5-acetylthiophen-2-yl)-3-[3-(hydroxymethyl)-4-methylphenyl]-2,2-dimethylpropanoate